C(C)(C)(C)C=1C(=C(C(=C2C1N=C1C=CC3=C4C=CC=CC4=NC3=C12)C1=NN=NC=C1)C1=CC=CC=C1)C(C)(C)C [di(tert-butyl)phenylindolocarbazolyl]triazine